(4R)-1-(tert-butoxycarbonyl)-4-hydroxy-L-proline C(C)(C)(C)OC(=O)N1[C@@H](C[C@H](C1)O)C(=O)O